2-[3-Chloro-5-(5-{7-methyl-7-[(2R)-2-methylpyrrolidin-1-yl]-6,7,8,9-tetrahydro-5H-benzo[7]annulen-2-yl}-1H-pyrazolo[3,4-b]pyridin-3-yl)pyridin-2-yl]propan-2-ol ClC=1C(=NC=C(C1)C1=NNC2=NC=C(C=C21)C=2C=CC1=C(CCC(CC1)(N1[C@@H](CCC1)C)C)C2)C(C)(C)O